tert-butyl 3-(4-(1-(4-chlorophenyl)-1H-pyrazole-4-sulfonamido)-3-(2-methoxy-2-oxoethyl)phenoxy)azetidine-1-carboxylate ClC1=CC=C(C=C1)N1N=CC(=C1)S(=O)(=O)NC1=C(C=C(OC2CN(C2)C(=O)OC(C)(C)C)C=C1)CC(=O)OC